C(\C=C\C(=O)[O-])(=O)[O-].C(C1=CC=CC=C1)[C@H](CSSC[C@H](CCSC)[NH3+])C(NCC(OC(OC(OCC)=O)C)=O)=O.C(C1=CC=CC=C1)[C@H](CSSC[C@H](CCSC)[NH3+])C(NCC(OC(OC(OCC)=O)C)=O)=O (5S,10S)-10-Benzyl-16-methyl-11,14,18-trioxo-15,17,19-trioxa-2,7,8-trithia-12-azahenicosan-5-aminium fumarat